FC(C(=O)O)(F)F.CC=1N=C2N(N=C(C=C2C)C=2C=C(C=3N(C2)C=C(N3)C3CCNCC3)OC(F)(F)F)C1 2,8-dimethyl-6-(2-(piperidin-4-yl)-8-(trifluoromethoxy)imidazo[1,2-a]pyridin-6-yl)imidazo[1,2-B]pyridazine trifluoroacetate